CN1N=CC=C1C1=C2COCC2=CC=C1C#N 4-(2-methylpyrazol-3-yl)-1,3-dihydroisobenzofuran-5-carbonitrile